FC(C1CN(CCC1)C(=O)C1=CC=2C3C(CN(C2N=C1)C1=CC=2N(C=C1)C(N(N2)C)=O)C3)F 7-(6-(3-(difluoromethyl)piperidine-1-carbonyl)-1,1a,2,7b-tetrahydro-3H-cyclopropa[c][1,8]naphthyridin-3-yl)-2-methyl-[1,2,4]triazolo[4,3-a]pyridin-3(2H)-one